di-n-octyloxy-azobenzene oxide C(CCCCCCC)OC1=CC=C(C=C1)N=NC12C(C=C(C=C1)OCCCCCCCC)O2